(5Z,8Z,11Z,14Z,17Z)-5,8,11,14,17-Eicosapentaenoic acid C(CCC\C=C/C\C=C/C\C=C/C\C=C/C\C=C/CC)(=O)O